BrC1=CC=CC(=N1)COC1=C(C#N)C=CC=C1F ((6-bromopyridin-2-yl)methoxy)-3-fluorobenzonitrile